FC1=CC=C(C=C1)[C@@H]1N(CCC2=CC=C(C=C12)O)C(=O)OC(C)(C)C tert-butyl (S)-1-(4-fluorophenyl)-7-hydroxy-3,4-dihydroisoquinoline-2(1H)-carboxylate